2,N-dicyclohexyl-2-[2-(3-methyl-furan-2-yl)-benzimidazol-1-yl]-acetamide C1(CCCCC1)C(C(=O)NC1CCCCC1)N1C(=NC2=C1C=CC=C2)C=2OC=CC2C